1,4-bis(2-t-butylperoxypropan-2-yl)benzene C(C)(C)(C)OOC(C)(C)C1=CC=C(C=C1)C(C)(C)OOC(C)(C)C